ClC=1C(=NC(=NC1)NC1=NN(N=C1)CC)C1=CC=C2CN(C(C2=C1)=O)[C@@H](C(=O)N[C@H](CO)C1=CC(=CC=C1)C)C (2R)-2-(6-{5-chloro-2-[(2-ethyl-2H-1,2,3-triazol-4-yl)amino]pyrimidin-4-yl}-1-oxo-2,3-dihydro-1H-isoindol-2-yl)-N-[(1S)-2-hydroxy-1-(3-methylphenyl)ethyl]propanamide